3-(3-fluoro-2-(trifluoromethyl)phenyl)-1-((tetrahydro-2H-pyran-4-yl)methyl)-1H-pyrrole-2,5-dione FC=1C(=C(C=CC1)C=1C(N(C(C1)=O)CC1CCOCC1)=O)C(F)(F)F